(methyl 1-aminobenzo[4,5]imidazo[1,2-a]pyrazin-3-yl) acetate C(C)(=O)OC=1N=C(C=2N(C1C)C1=C(N2)C=CC=C1)N